2-(4-(5-(4,5-Dimethoxy-2-nitrophenyl)-2H-tetrazol-2-yl)phenethyl)-1,2,3,4-tetrahydro-2,7-naphthyridine COC1=CC(=C(C=C1OC)C=1N=NN(N1)C1=CC=C(CCN2CC3=CN=CC=C3CC2)C=C1)[N+](=O)[O-]